C(C)(C)(C)OC(=O)N1CC(C1)C1=NN(C2=NC=CC(=C21)C=2C=NN(C2)CCN(C)C)C2=CC=C(C=C2)OC(F)(F)F 3-(4-(1-(2-(dimethylamino)ethyl)-1H-pyrazol-4-yl)-1-(4-(trifluoromethoxy)phenyl)-1H-pyrazolo[3,4-b]pyridin-3-yl)azetidine-1-carboxylic acid tert-butyl ester